NC1=NC(=NC(=C1N1C(OCC1)=O)N)C1=NN(C2=C(C=CC=C12)F)CC1=C(C=CC=C1)F 3-(4,6-diamino-2-(7-fluoro-1-(2-fluorobenzyl)-1H-indazol-3-yl)pyrimidin-5-yl)oxazolidin-2-one